benzyl 4-(azidomethyl)-4-methoxypiperidine-1-carboxylate N(=[N+]=[N-])CC1(CCN(CC1)C(=O)OCC1=CC=CC=C1)OC